ClC1=CNC2=C(C=CC(=C12)C(F)(F)F)NS(=O)(=O)C=1C=NN(C1)CC(F)F N-[3-chloro-4-(trifluoromethyl)-1H-indol-7-yl]-1-(2,2-difluoroethyl)pyrazole-4-sulfonamide